CN1N=C2C(=C1)SC(=C2)C(=O)O 2-methyl-2H-thieno[3,2-c]pyrazole-5-carboxylic acid